Dimethylsilylenebis(2-methyl-4-phenylindenyl)zirconium dichloride [Cl-].[Cl-].C[Si](=[Zr+2](C1C(=CC2=C(C=CC=C12)C1=CC=CC=C1)C)C1C(=CC2=C(C=CC=C12)C1=CC=CC=C1)C)C